O=C[C@H](O)[C@H](O)[C@@H](O)[C@@H](O)C R-rhamnose